ClC1N(C=CC=C1C(C)(C)O)C1=NC=C(C(=C1)N1CC=C(C=C1C)OCC1=CC=NC=C1)C chloro-4''-((pyridin-4-yl)methoxy)-3-(2-hydroxypropan-2-yl)-5',6''-dimethyl-2H,2''H-[1,2':4',1''-terpyridin]